(R)-6-(1H-Pyrazol-4-yl)-2-(pyrrolidin-3-ylamino)-[1,2,4]triazolo[1,5-a]pyridine-5-carbonitrile N1N=CC(=C1)C=1C=CC=2N(C1C#N)N=C(N2)N[C@H]2CNCC2